tert-butyl (5-(2,6-dioxopiperidin-3-yl)pyridin-2-yl)carbamate O=C1NC(CCC1C=1C=CC(=NC1)NC(OC(C)(C)C)=O)=O